5-methylnicotinyl chloride CC=1C=NC=C(CCl)C1